CC(CCC=C(C)C)CC(C)(C)O (+/-)-2,4,8-Trimethyl-7-nonen-2-ol